1-(2-amino-5-bromo-3-pyridinyl)ethanone NC1=NC=C(C=C1C(C)=O)Br